C(C(=C)C)(=O)CO[Si](OC)(OC)CCC methacryloyl-propyl-trimethoxySilane